C1(=C(C=CC=C1)C1(CC1)C1=NOC(=N1)C1=NN(C(=C1)C(F)(F)F)CCC(=O)OC(C)(C)C)C tert-butyl 3-(3-(3-(1-(o-tolyl)cyclopropyl)-1,2,4-oxadiazol-5-yl)-5-(trifluoromethyl)-1H-pyrazol-1-yl)propanoate